octanoyl-gamma-glutamylcysteinylglycine C(CCCCCCC)(=O)N[C@@H](CCC(=O)N[C@@H](CS)C(=O)NCC(=O)O)C(=O)O